(1R,2S)-2-(4-(4-(1-(pent-3-yl)-1H-pyrazol-4-yl)pyrazolo[1,5-a]pyrazin-6-yl)-1H-pyrazol-1-yl)cyclopentanol CCC(CC)N1N=CC(=C1)C=1C=2N(C=C(N1)C=1C=NN(C1)[C@@H]1[C@@H](CCC1)O)N=CC2